2-(2-methylallyloxy)-1-propanol CC(COC(CO)C)=C